NC1=C(C=C(C=N1)NC(C(=O)N1C(CCC(C1)C)C=1C=CC2=C(N=C(S2)N)C1)=O)CC N-(6-amino-5-ethylpyridin-3-yl)-2-(2-(2-aminobenzo[d]thiazol-5-yl)-5-methylpiperidin-1-yl)-2-oxoacetamide